2-chloro-4-(2-tetrahydropyran-4-yloxyethoxy)phenol ClC1=C(C=CC(=C1)OCCOC1CCOCC1)O